ClC=1C=CC=C2C=CN=C(C12)N[C@H]1CN(CCC1)C(=O)OC(C)(C)C tert-butyl (R)-3-((8-chloroisoquinolin-1-yl)amino)piperidine-1-carboxylate